C(CCCCCCCCCCCCCCCO)O hexadecane-1,16-diol